BrCCCC(=O)Cl 4-bromobutyrylchloride